3,3'-(1,4-phenylene)bis(2,4-diphenylcyclopenta-2,4-dien-1-one) C1(=CC=C(C=C1)C1=C(C(C=C1C1=CC=CC=C1)=O)C1=CC=CC=C1)C1=C(C(C=C1C1=CC=CC=C1)=O)C1=CC=CC=C1